C(#N)C1(CC1)C=1C=CC=2N(C1)N=C(C2)C(=O)O 6-(1-Cyanocyclopropyl)pyrazolo[1,5-a]pyridine-2-carboxylic acid